tert-Butyl exo-3-((4-((3-methyl-4-((1-methyl-1H-benzo[d]imidazol-5-yl)oxy)phenyl)amino)-pyrido[3,4-d]pyrimidin-6-yl)-oxy)-8-azabicyclo[3.2.1]octane-8-carboxylate CC=1C=C(C=CC1OC1=CC2=C(N(C=N2)C)C=C1)NC=1C2=C(N=CN1)C=NC(=C2)OC2CC1CCC(C2)N1C(=O)OC(C)(C)C